2-[3,5-Dihydroxy-4-[(E)-3-(3-hydroxy-4-methoxyphenyl)prop-2-enoyl]phenoxy]acetic acid OC=1C=C(OCC(=O)O)C=C(C1C(\C=C\C1=CC(=C(C=C1)OC)O)=O)O